FC=1C=C(C=C(C1O)F)\C=C/1\C(N(C(=N1)C)C)=O (5Z)-5-[(3,5-Difluoro-4-hydroxyphenyl)methylene]-3,5-dihydro-2,3-dimethyl-4H-Imidazol-4-one